ClC1=C(C(=O)N2CC3=CC=CC(=C3CC2)[C@H](CC(=O)O)C2=CC3=C(N(N=N3)C)C(=C2)OC)C=CC(=C1)OCCCCCCCC (R)-3-[2-(2-chloro-4-heptylmethoxybenzoyl)-1,2,3,4-tetrahydroisoquinolin-5-yl]-3-(7-methoxy-1-methyl-1H-benzo[d][1,2,3]triazol-5-yl)propionic acid